4-Methyl-tetradecane methyl-4-[[2-methoxy-1-(2-trimethylsilylethoxymethyl)imidazol-4-yl]sulfonimidoyl]benzoate COC(C1=CC=C(C=C1)S(=O)(=N)C=1N=C(N(C1)COCC[Si](C)(C)C)OC)=O.CC(CCC)CCCCCCCCCC